CN(C(C(CC(=O)OCC=C)NC)=O)C Allyl 4-(dimethylamino)-3-(methylamino)-4-oxobutanoate